OC=1C=C2C=CC=C(C2=CC1)C1=C2C(=NC(=C1C)N1CC3(CN(C3)C(C=C)=O)CC1)CC(OC2)(C)C (M)-1-(6-(4-(6-hydroxy-1-naphthalenyl)-3,7,7-trimethyl-7,8-dihydro-5H-pyrano[4,3-b]pyridin-2-yl)-2,6-diazaspiro[3.4]octan-2-yl)-2-propen-1-one